6-(3-Bromo-2-chlorophenyl)-2-methoxypyridine-3-carbaldehyde BrC=1C(=C(C=CC1)C1=CC=C(C(=N1)OC)C=O)Cl